C1(CCC1)OC=1C(=NC=C(C1)F)OC=1C=CC=2N(N1)C=C(N2)C(=O)NC2(CCS(CC2)(=O)=O)C 6-[[3-(Cyclobutoxy)-5-fluoro-2-pyridyl]oxy]-N-(4-methyl-1,1-dioxo-thian-4-yl)imidazo[1,2-b]pyridazine-2-carboxamide